C1(CC1)C=1C=C(C=NC1)N1C(N(C(C1)=O)C1=CC(=C(C=C1)OC1=CC=NC2=CC(=C(C=C12)OC)OC)C(C)C)=O 1-(5-cyclopropyl-3-pyridinyl)-3-{4-[(6,7-dimethoxy-4-quinolinyl)oxy]-3-isopropylphenyl}-2,4-imidazolidinedione